N(=[N+]=[N-])CCOCCOCCOCCOCCOCCN 17-Azido-3,6,9,12,15-pentoxaheptadecan-1-amine